3-(7-Methyl-1H-indazol-5-yl)-2-{[4-(2-oxo-1,4-dihydro-2H-quinazolin-3-yl)-piperidine-1-carbonyl]-amino}-propionic acid 1-methyl-piperidin-4-yl ester CN1CCC(CC1)OC(C(CC=1C=C2C=NNC2=C(C1)C)NC(=O)N1CCC(CC1)N1C(NC2=CC=CC=C2C1)=O)=O